FC(C=1C=C(C=CC1)C1(C2=C(NC=3N=CC(=C(C13)C#N)F)CC(CC2=O)(C)C)C)F 5-(3-(difluoromethyl)phenyl)-3-fluoro-5,8,8-trimethyl-6-oxo-5,6,7,8,9,10-hexahydrobenzo[b][1,8]naphthyridine-4-carbonitrile